CC1=C(C=CC=C1C)C1NS(C2=C(C3=C1C=CC=C3)C=CC=C2)(=O)=O (+)-7-(2,3-Dimethylphenyl)-6,7-dihydrodibenzo[d,f][1,2]Thiazepine 5,5-dioxide